ClC1=CC(=C(C=C1)[C@H](NC(=O)[C@@H]1CNC(O1)=O)C1=CC=C(C=C1)F)OC (S)-N-((R)-(4-chloro-2-methoxyphenyl)(4-fluorophenyl)methyl)-2-oxooxazolidine-5-carboxamide